(R)-N-(3,3-Difluoro-1-methylpiperidin-4-yl)-6-fluoro-5-(1-(2-fluoroethyl)-1H-benzo[d][1,2,3]triazol-6-yl)-4-methoxypyrrolo[2,1-f][1,2,4]triazin-2-amine FC1(CN(CC[C@H]1NC1=NN2C(C(=N1)OC)=C(C(=C2)F)C=2C=CC1=C(N(N=N1)CCF)C2)C)F